5-(2,7-Diazaspiro[3.5]nonan-2-yl)-[1,3,4]thiadiazole-2-carboxylic acid [4-(3-chloro-4-cyano-phenoxy)-cyclohexyl]-amide ClC=1C=C(OC2CCC(CC2)NC(=O)C=2SC(=NN2)N2CC3(C2)CCNCC3)C=CC1C#N